O=C1N(C(CC1)=O)OC(COC(=O)NS(=O)(=O)N1CCC(CC1)C(=O)OC)=O methyl 1-(N-((2-((2,5-dioxopyrrolidin-1-yl)oxy)-2-oxoethoxy)carbonyl)sulfamoyl)piperidine-4-carboxylate